Methyl 2-(4-cyclobutyl-1H-pyrazol-1-yl)-5-[({1-[2-fluoro-4-(trifluoromethyl) phenyl]cyclopropyl}carbonyl) amino]benzoate C1(CCC1)C=1C=NN(C1)C1=C(C(=O)OC)C=C(C=C1)NC(=O)C1(CC1)C1=C(C=C(C=C1)C(F)(F)F)F